C1CCC2=CC(=CC=C12)OC(C(=O)OC)CCC methyl 2,3-dihydro-1H-inden-5-yl-oxy-pentanoate